C1(=CC=C(C=C1)CN)CN 4-Xylylenediamine